(S or R)-2'-chloro-N-(6-(3,3-difluoro-4-methoxypiperidin-1-yl)thiazolo[4,5-b]pyrazin-2-yl)-5'-methoxy-6-methyl-[4,4'-bipyridine]-3-carboxamide ClC1=NC=C(C(=C1)C1=C(C=NC(=C1)C)C(=O)NC=1SC=2C(=NC=C(N2)N2CC([C@H](CC2)OC)(F)F)N1)OC |o1:28|